4-((1R,3S,4S)-3-hydroxy-4-methylcyclohexylamino)-2-((1r,4R)-4-methoxycyclohexylamino)pyrimidine-5-carboxamide O[C@H]1C[C@@H](CC[C@@H]1C)NC1=NC(=NC=C1C(=O)N)NC1CCC(CC1)OC